CC=1C=C(C(=CC1C(C)C)C(C)C)O 3-methyl-4,6-diisopropyl-phenol